(Z)-1-((2-(2,6-dioxopiperidin-3-yl)-1,3-dioxoisoindolin-4-yl)amino)-N-(2-(4-(1,2-diphenylbut-1-en-1-yl)phenoxy)ethyl)-N-methyl-3,6,9,12-tetraoxapentadecane-15-amide O=C1NC(CCC1N1C(C2=CC=CC(=C2C1=O)NCCOCCOCCOCCOCCC(=O)N(C)CCOC1=CC=C(C=C1)\C(=C(\CC)/C1=CC=CC=C1)\C1=CC=CC=C1)=O)=O